N1-(4-((2-(2,6-dioxopiperidin-3-yl)-1,3-dioxoisoindolin-5-yl)amino)butyl)-N4-(2-(((S)-2-methylpyrrolidin-1-yl)methyl)-1H-benzo[d]imidazol-5-yl)terephthalamide O=C1NC(CCC1N1C(C2=CC=C(C=C2C1=O)NCCCCNC(C1=CC=C(C(=O)NC2=CC3=C(NC(=N3)CN3[C@H](CCC3)C)C=C2)C=C1)=O)=O)=O